2-(2-(4-(2-methyl-3-(thiazole-2-carboxamido)phenyl)indoline-1-carbonyl)-6,7-dihydrothiazolo[5,4-c]pyridin-5(4H)-yl)acetic acid CC1=C(C=CC=C1NC(=O)C=1SC=CN1)C1=C2CCN(C2=CC=C1)C(=O)C=1SC=2CN(CCC2N1)CC(=O)O